C(=O)C12CN(C(C1)C2)C(=O)OC(C)(C)C tert-butyl 4-formyl-2-azabicyclo[2.1.1]hexane-2-carboxylate